5-{3-fluoro-4-[(4-methylpyrimidin-2-yl)oxy]phenyl}furo[2,3-d]pyrimidin-4-amine FC=1C=C(C=CC1OC1=NC=CC(=N1)C)C1=COC=2N=CN=C(C21)N